C(C=C)N1N(C2=NC(=NC=C2C1=O)NC1=CC=C(C=C1)N1CCN(CC1)C)C1=CC=C2C(=N1)[C@](CC2)(C(F)(F)F)O |r| racemic-2-allyl-1-(7-hydroxy-7-(trifluoromethyl)-6,7-dihydro-5H-cyclopenta[b]pyridin-2-yl)-6-((4-(4-methylpiperazin-1-yl)phenyl)amino)-1,2-dihydro-3H-pyrazolo[3,4-d]pyrimidin-3-one